NC=1C2=C(N=CN1)N(C=C2Br)[C@H]2[C@@H]([C@@H]([C@H](C2)C2=CC(=CC=C2)CNCC21CC(C2)(C1)F)O)O (1R,2S,3R,5R)-3-{4-amino-5-bromo-7H-pyrrolo[2,3-d]pyrimidin-7-yl}-5-(3-{[({3-fluorobicyclo[1.1.1]pentan-1-yl}methyl)amino]methyl}phenyl)cyclopentane-1,2-diol